N-[(2S)-1-aminopropan-2-yl]-4-[[3-[4-(difluoromethoxy)-2,3-difluorophenyl]imidazo[1,2-a]pyrazin-8-yl]amino]-2-ethylbenzamide NC[C@H](C)NC(C1=C(C=C(C=C1)NC=1C=2N(C=CN1)C(=CN2)C2=C(C(=C(C=C2)OC(F)F)F)F)CC)=O